Cl.N1CCC(CC1)C=1C=CC(NC1)=O 5-(piperidin-4-yl)pyridin-2(1H)-one hydrochloride